[W].C(=O)=C1C(C=CC(C(C=C1)=C=O)=C=O)=C=O tetracarbonyl-(1,5-cyclooctadiene) tungsten(0)